4-{4-cyano-2-[({(2'R,4S)-6-[6-(1H-pyrazol-1-yl)-3-pyridinyl]-2,3-dihydrospiro[chromen-4,1'-cyclopropane]-2'-yl}carbonyl)amino]phenyl}butanoic acid C(#N)C1=CC(=C(C=C1)CCCC(=O)O)NC(=O)[C@H]1[C@]2(C1)CCOC1=CC=C(C=C12)C=1C=NC(=CC1)N1N=CC=C1